C1(=CC=C(C=C1)S(=O)(=O)OC=1C=C(C=CC1)NC(=O)NC1=CC(=CC=C1)OS(=O)(=O)C1=C(C=CC=C1)C)C N-[3-(p-tolylsulfonyloxy)phenyl]-N'-[3-(o-tolylsulfonyloxy)phenyl]urea